C[C@@H]1N(C[C@H](N(C1)C=1C=CC=C2C=CC=NC12)C)C(=O)OC(C)(C)C tert-butyl (2S,5R)-2,5-dimethyl-4-(quinolin-8-yl)piperazine-1-carboxylate